2-([1,1'-biphenyl]-2-yl)-1'-methylspiro[indole-3,4'-piperidine] C1(=C(C=CC=C1)C1=NC2=CC=CC=C2C12CCN(CC2)C)C2=CC=CC=C2